C1(=CC=CC=C1)[Si](=[Hf](C1C2=CC=CC=C2C=2C=CC=CC12)C1C=CC=C1)C1=CC=CC=C1 diphenylsilylene-(cyclopentadienyl)(9-fluorenyl)hafnium